3-(4-hydroxy-6-methyl-2,3-dihydrobenzofuran-5-yl)-8-((R)-piperidin-3-yl)-5,6,7,8-tetrahydropyrido[2,3-c]pyridazin-5-ol OC1=C(C(=CC2=C1CCO2)C)C2=CC1=C(N=N2)N(CCC1O)[C@H]1CNCCC1